(R)-2-chloro-N-(1-(3-chloro-5-fluoro-2-((4-methoxyphenoxy)methyl)phenyl)-2-hydroxyethyl)acetamide ClCC(=O)N[C@@H](CO)C1=C(C(=CC(=C1)F)Cl)COC1=CC=C(C=C1)OC